O=C1N(C[C@@H](C1)CCC)[C@@H](C(=O)O)CC |&1:9| (2RS)-2-[(4R)-2-oxo-4-propylpyrrolidin-1-yl]butanoic acid